P(=O)(OC)(OC[C@H](CCCCCCCCCCCCCCCC)OCC1=CC(=CC(=C1)F)C#N)O methyl ((S)-2-((3-cyano-5-fluorobenzyl)oxy)octadecyl) hydrogen phosphate